4-(5-phenyl-1,3,4-oxadiazol-2-yl)phenylboronic acid C1(=CC=CC=C1)C1=NN=C(O1)C1=CC=C(C=C1)B(O)O